N(N)C1=NC=C(C(=O)N)C=C1 6-hydrazinylnicotinamide